CC12CNCC2C1C(=O)NC(C)(C)C1=NN(C2=CC=CC=C12)C 1-methyl-N-(2-(1-methyl-1H-indazol-3-yl)propan-2-yl)-3-azabicyclo[3.1.0]hexane-6-carboxamide